ethyl 2-(4-((tert-butoxycarbonyl)amino)phenyl)-5-(3-(methylthio)phenyl)oxazole-4-carboxylate C(C)(C)(C)OC(=O)NC1=CC=C(C=C1)C=1OC(=C(N1)C(=O)OCC)C1=CC(=CC=C1)SC